ClCCCN1CN(CC1)CCCCl 1,3-bis(3-chloropropyl)imidazolidine